OCCOC=1C=C(C(=O)O)C=CC1 3-(2-hydroxyethoxy)benzoic acid